N-((2-(6-(4-amino-3,3-difluoropyrrolidin-1-yl)pyridin-2-yl)-1,6-naphthyridin-7-yl)methyl)-4-methyl-3-(methylsulfonyl)benzamide NC1C(CN(C1)C1=CC=CC(=N1)C1=NC2=CC(=NC=C2C=C1)CNC(C1=CC(=C(C=C1)C)S(=O)(=O)C)=O)(F)F